4-(3-(2-(trifluoromethyl)-9H-thioxanthene-9-yl)allyl)piperazin-1-ol FC(C1=CC=2C(C3=CC=CC=C3SC2C=C1)C=CCN1CCN(CC1)O)(F)F